1-(1,4-bis(isopentyloxy)-8-methoxynaphthalen-2-yl)ethanone C(CC(C)C)OC1=C(C=C(C2=CC=CC(=C12)OC)OCCC(C)C)C(C)=O